1-[1-{4-Chloro-4'-[4-(2-methylpropyl)piperazin-1-yl][1,1'-biphenyl]-2-yl}piperidin-3-yl]-5-(difluoromethyl)-1H-pyrazole-4-carboxylic Acid ClC1=CC(=C(C=C1)C1=CC=C(C=C1)N1CCN(CC1)CC(C)C)N1CC(CCC1)N1N=CC(=C1C(F)F)C(=O)O